Cl.N[C@@H](CC(C)C)C(=O)OC Methyl L-leucinate hydrochloride